4-(6-((3aR,5r,6aS)-5-hydroxy-5-(pyridin-2-ylmethyl)hexahydrocyclopenta[c]pyrrol-2(1H)-yl)pyridin-3-yl)-6-(1-methyl-1H-pyrazol-4-yl)pyrazolo[1,5-a]pyridine-3-carbonitrile OC1(C[C@@H]2[C@@H](CN(C2)C2=CC=C(C=N2)C=2C=3N(C=C(C2)C=2C=NN(C2)C)N=CC3C#N)C1)CC1=NC=CC=C1